bromo-N-((4,6-dimethyl-2-oxo-1,2-dihydropyridin-3-yl)methyl)-[1,1'-biphenyl]-3-carboxamide BrC1=C(C=CC=C1C(=O)NCC=1C(NC(=CC1C)C)=O)C1=CC=CC=C1